1-propyl-1-butylpiperidinium triflate [O-]S(=O)(=O)C(F)(F)F.C(CC)[N+]1(CCCCC1)CCCC